C(=O)C1=CC(=C(C(=O)OC)C=C1)C methyl 4-formyl-2-methylbenzoate